C(C)(=O)N1C(=C(C=C1)C(C)=O)C N-acetyl-2-methyl-3-acetyl-pyrrole